6-[5-(chloromethyl)-1,2,4-oxadiazol-3-yl]-3-azabicyclo[3.1.0]hexane-3-carboxylic acid tert-butyl ester C(C)(C)(C)OC(=O)N1CC2C(C2C1)C1=NOC(=N1)CCl